The molecule is a guanidinium ion obtained by protonation of the imino nitrogen of N-(4-guanidinobutyl)-4-hydroxycinnamamide. It is a conjugate base of a p-coumaroylagmatine. C1=CC(=CC=C1/C=C/C(=O)NCCCC[NH+]=C(N)N)O